OC1=CC=C(C=C1)C(C(Cl)(Cl)Cl)C1=CC=C(C=C1)O 1,1-Bis-(4-hydroxyphenyl)-2,2,2-trichloroethan